(S)-5-(3,5-difluorophenyl)-2-((1S,3R)-3-(4-fluorophenoxy)cyclobutyl)-2,5,6,7-tetrahydro-3H-pyrrolo[2,1-c][1,2,4]triazol-3-one FC=1C=C(C=C(C1)F)[C@@H]1CCC2=NN(C(N21)=O)C2CC(C2)OC2=CC=C(C=C2)F